C1C2(C(C3=CC=CC=C13)=O)CCCCC2 1',3'-dihydro-spiro[cyclohexane-1,2'-indene]-3'-one